tert-butyl (3S,4S)-4-(2-aminoethyl)-3-fluoropiperidine-1-carboxylate NCC[C@@H]1[C@@H](CN(CC1)C(=O)OC(C)(C)C)F